N1C(=CC2=CC=CC=C12)C(=O)N1CC(C1)NC(OC(C)(C)C)=O tert-butyl (1-(1H-indole-2-carbonyl)azetidin-3-yl)carbamate